C1(=CC=C(C=C1)CNC(=O)[C@H]1N(C[C@@H](C1)O)C(C1=CC(=CC=C1)OCC)=O)C1=CC=CC=C1 (2s,4r)-N-([1,1'-biphenyl]-4-ylmethyl)-1-(3-ethoxybenzoyl)-4-hydroxypyrrolidine-2-carboxamide